ClCCCN1NNC2=C1C=CC=C2 1-(3-chloropropyl)-2H-benzotriazole